C(CCCCCCCCC)OCC1COC=2C(O1)=CSC2 2-[(decyloxy)methyl]-2,3-dihydro-thieno[3,4-b]-1,4-dioxine